C(=O)C=1N=NN(C1)CC1=CC=C(C(=O)O)C=C1 4-((4-Formyl-1H-1,2,3-triazol-1-yl)methyl)benzoic acid